C(C)(C)(C)NC(=O)C=1C=C(C=CC1)C1=CC(=CC=C1)N(C)C N-(tert-butyl)-3'-(dimethylamino)-[1,1'-biphenyl]-3-formamide